N[C@H](C(=O)OCC1=CC=CC=C1)CNC(N(C)CC1=CC=CC=C1)=O benzyl (2S)-2-amino-3-[[benzyl(methyl)carbamoyl] amino]propanoate